NC=1C=C(CNC2=NC(=NC=3N2N=CC3C(C)C)NC3CCOCC3)C=CC1 N4-(3-aminobenzyl)-8-isopropyl-N2-(tetrahydro-2H-pyran-4-yl)pyrazolo[1,5-a][1,3,5]triazine-2,4-diamine